(3R,4R,5S)-4-acetamido-5-((6-methoxy-[1,1'-biphenyl]-3-yl)methyl)amino-3-(pentan-3-oxy)cyclohex-1-en-1-carboxylic acid C(C)(=O)N[C@H]1[C@@H](C=C(C[C@@H]1NCC=1C=C(C(=CC1)OC)C1=CC=CC=C1)C(=O)O)OC(CC)CC